2-methyl-8-(propan-2-yl)imidazo[1,2-b]pyridazine-7-carboxylic acid CC=1N=C2N(N=CC(=C2C(C)C)C(=O)O)C1